C[C@]12CC[C@H]([C@@]([C@@H]1CC[C@@H]3[C@@]24CC[C@@]([C@H](C3)C4)(CO)O)(C)CO)O The molecule is a tetracyclic diterpenoid that has an tetradecahydro-8,11a-methanocyclohepta[a]naphthalene skeleton with two hydroxymethyl substituents at positions 4 and 9, two methyl substituents at positions 4 and 11b and two hydroxy substituents at positions 3 and 9. An antibiotic with antiviral and antimitotical properties. Aphidicolin is a reversible inhibitor of eukaryotic nuclear DNA replication. It has a role as an antimicrobial agent, an antiviral drug, an antineoplastic agent, an EC 2.7.7.7 (DNA-directed DNA polymerase) inhibitor, a DNA synthesis inhibitor, an apoptosis inducer and a fungal metabolite.